C1(CCCCC1)CC#CCB1OC(CN(CC(O1)=O)C)=O 2-(4-Cyclohexylbut-2-yn-1-yl)-6-methyl-1,3,6,2-dioxazaborocan-4,8-dione